ethyl (E)-2-(ethoxymethylene)-4,4,4-trifluoro-3-oxobutyrate C(C)O\C=C(\C(=O)OCC)/C(C(F)(F)F)=O